tert-butyl 3-(1'-(2-carbamoyl-3-chlorophenyl)-2'-oxospiro[cyclohexane-1,3'-indolin]-6'-yl)piperidine-1-carboxylate C(N)(=O)C1=C(C=CC=C1Cl)N1C(C2(C3=CC=C(C=C13)C1CN(CCC1)C(=O)OC(C)(C)C)CCCCC2)=O